C(CC)(=O)OC(CCCCCCC=O)CC 8-(propionyloxy)decanal